tert-butyl 4-(5-((6-(3,5-dichlorophenyl)-4-(methoxycarbonyl) pyridin-2-yl) oxy) pyrimidin-2-yl)-1,4-diazacycloheptane-1-carboxylate ClC=1C=C(C=C(C1)Cl)C1=CC(=CC(=N1)OC=1C=NC(=NC1)N1CCN(CCC1)C(=O)OC(C)(C)C)C(=O)OC